OC(C)(C)C1=NC=2N(N=C1)C=CN2 3-(1-hydroxyl-1-methylethyl)-imidazo[1,2-b][1,2,4]triazin